(4-(((2-aminoethyl)thio)methyl)benzamido)thiophen-3-carboxamide NCCSCC1=CC=C(C(=O)NC=2SC=CC2C(=O)N)C=C1